BrICl bromoiodine chloride